FC(CN1C(=NC2=C1C=C(C=C2)C=2C(=CN1N=C(N=C(C12)OC([2H])([2H])[2H])N[C@@H]1[C@@H](CN(CC1)C1COC1)F)F)C)F 5-(1-(2,2-difluoroethyl)-2-methyl-1H-benzo[d]imidazol-6-yl)-6-fluoro-N-((3R,4S)-3-fluoro-1-(oxetan-3-yl)piperidin-4-yl)-4-(methoxy-d3)pyrrolo[2,1-f][1,2,4]triazin-2-amine